O=C1NC(C(N1)(C=1SC=CN1)CNC(=O)C1=NN(N=C1)C1=CC=C(C=C1)F)=O N-{[2,5-dioxo-4-(1,3-thiazol-2-yl)imidazolidin-4-yl]methyl}-2-(4-fluorophenyl)-2H-1,2,3-triazole-4-carboxamide